ClC1=C(C=C(COC2CC3C(CN(C3)C(=O)N3N=C(C=C3)C(=O)O)C2)C=C1)C=1SC=CN1 1-(trans-5-((4-chloro-3-(thiazol-2-yl)benzyl)oxy)octa-hydrocyclopenta[c]pyrrole-2-carbonyl)-1H-pyrazole-3-carboxylic acid